Cl.FCC(C)N 2-fluoro-1-methyl-ethylamine hydrochloride